N1C=NC2=C1C=CC(=C2)N2[C@@H](CCC2)C#N (2S)-1-(1H-benzimidazol-5-yl)pyrrolidine-2-carbonitrile